(2R)-N-{(2S)-4-[2-(4-chloro-3-fluorophenoxy)acetamido]-2-hydroxybicyclo[2.2.2]oct-1-yl}-2,3-dihydro-1,4-benzodioxin-2-carboxamide ClC1=C(C=C(OCC(=O)NC23C[C@@H](C(CC2)(CC3)NC(=O)[C@H]3COC2=C(O3)C=CC=C2)O)C=C1)F